NC[C@H](CCCCNS(=O)(=O)C1=C(C=CC=C1)[N+](=O)[O-])N(C([C@@H](CC(=O)OC(C1=C(C=CC=C1)Cl)(C1=CC=CC=C1)C1=CC=CC=C1)CC1=CC=CC=C1)=O)C (2-Chlorotrityl) (R)-4-(((S)-1-amino-6-((2-nitrophenyl)sulfonamido)hexan-2-yl)(methyl)amino)-3-benzyl-4-oxobutanoate